2-(6-(((1R,3R,4R,5S)-4-fluoro-1-methyl-9-azabicyclo[3.3.1]nonan-3-yl)oxy)pyridazin-3-yl)-5-(1H-imidazol-1-yl)phenol F[C@H]1[C@@H](C[C@]2(CCC[C@@H]1N2)C)OC2=CC=C(N=N2)C2=C(C=C(C=C2)N2C=NC=C2)O